OC=1C(=C(C(=O)C2=CC=C(C=C2)OC(C=C)=O)C=CC1OC(C=C)=O)O dihydroxy-4,4'-diacryloxybenzophenone